Tert-butyl ((4-(5,5-dimethyl-1,3,2-dioxaborinan-2-yl)-1H-benzo[d]imidazol-2-yl) methyl)carbamate CC1(COB(OC1)C1=CC=CC=2NC(=NC21)CNC(OC(C)(C)C)=O)C